2,6-bis(4-azidobenzylidene)-4-ethylcyclohexanone N(=[N+]=[N-])C1=CC=C(C=C2C(C(CC(C2)CC)=CC2=CC=C(C=C2)N=[N+]=[N-])=O)C=C1